N1(C=NC=2C=NC=3C=CC=CC3C21)[C@@H](C(C)(O)C)CC (3R)-3-imidazo[4,5-c]quinolin-1-yl-2-methyl-pentan-2-ol